N-(3-chloro-4-(trifluoromethyl)phenyl)-2-oxo-3,5,6,7,8,9-hexahydro-2H-5,8-epiminocyclohepta[d]pyrimidine-10-carboxamide ClC=1C=C(C=CC1C(F)(F)F)NC(=O)N1C2CCC1CC1=NC(NC=C12)=O